COC1=CC=C(COC2=CC(=NC3=CC=CC=C23)CO)C=C1 (4-((4-methoxybenzyl)oxy)quinolin-2-yl)methanol